Hydrazinium fluoride [F-].[NH3+]N